C(CCCCCCC)(=O)OCC\C=C/CC (Z)-3-hexenyl octanoate